(4-bromo-3,5-diiodophenyl)(difluoro(phenyl)methyl)sulfur BrC1=C(C=C(C=C1I)SC(C1=CC=CC=C1)(F)F)I